C(C1CO1)CCC gamma-glycidyl-propane